FC(C(=O)O)(F)F.O=C1NC(CCC1N1C(C2=CC=CC(=C2C1=O)NCC=1N=NN(C1)CCOCCOCCOCCOCCC(=O)O)=O)=O 3-[2-[2-[2-[2-[4-[[[2-(2,6-dioxo-3-piperidyl)-1,3-dioxo-isoindolin-4-yl]amino]methyl]triazol-1-yl]ethoxy]ethoxy]ethoxy]ethoxy]propanoic acid trifluoroacetate